amino-1,2-dimethyl-[3,3'-bipyridine]-6(1H)-one NC=1C(=C(N(C(C1)=O)C)C)C=1C=NC=CC1